FC(OC1=CC=CC=2C(N([C@H]3C=4N([C@@H](C21)C3)C3=C(N4)C=C(C(=C3)C3=CC(=C(C=C3)CP(=O)(C)C)F)F)C([2H])([2H])[2H])=O)F (7R,14R)-1-(difluoromethoxy)-11-(4-((dimethylphosphoryl)methyl)-3-fluorophenyl)-10-fluoro-6-(methyl-d3)-6,7-dihydro-7,14-methanobenzo[f]benzo[4,5]imidazo[1,2-a][1,4]diazocin-5(14H)-one